FC1=C(C=C(C=C1)OC=1C(=C2C=CNC2=CC1F)C)C=1NC(=CN1)C(C)(C)C=1C=C(C=CC1)CCC(=O)O 3-(3-(2-(2-(2-fluoro-5-((6-fluoro-4-methyl-1H-indol-5-yl)oxy)phenyl)-1H-imidazol-5-yl)propan-2-yl)phenyl)propanoic acid